tert-butyl (4-((6-ethylpyridin-3-yl)amino)cyclohexyl)carbamate C(C)C1=CC=C(C=N1)NC1CCC(CC1)NC(OC(C)(C)C)=O